N-({1-[4-(benzylamino)-7-(cyclopropylmethoxy)pyrrolo[2,1-f][1,2,4]triazin-2-yl]-2-methyl-1H-indol-4-yl}methyl)aminosulfonamide C(C1=CC=CC=C1)NC1=NC(=NN2C1=CC=C2OCC2CC2)N2C(=CC1=C(C=CC=C21)CNNS(=O)=O)C